C(C)(=O)NC1=CC=C2CC(CC(C2=C1)CC(=O)O)(C(=O)OC(C)(C)C)C(=O)OC(C)(C)C 2-(7-acetamido-3,3-bis(tert-butoxycarbonyl)-1,2,3,4-tetrahydronaphthalen-1-yl)acetic acid